NC1C=C(C(=O)C2=CC=CC=C2)C=CC1(F)N 3,4-diamino-4-fluorobenzophenone